ClC1=NC=C(C(=C1)C1=C(C=NC(=C1)C)C(=O)NC=1SC2=C(N1)CN(C2)C(=O)C2=NC(=NC(=C2)C)C(F)F)OC 2'-chloro-N-(5-(2-(difluoromethyl)-6-methyl-pyrimidine-4-carbonyl)-5,6-dihydro-4H-pyrrolo[3,4-d]thiazol-2-yl)-5'-methoxy-6-methyl-[4,4'-bipyridine]-3-carboxamide